6-cyano-7-(3-fluorophenyl)-N2-(tetrahydro-2H-pyran-4-yl)-3,4-dihydropyrrolo[1,2-a]pyrazine-2,8(1H)-dicarboxamide C(#N)C1=C(C(=C2N1CCN(C2)C(=O)NC2CCOCC2)C(=O)N)C2=CC(=CC=C2)F